N-[(1S)-1-[[2-chloro-5-[2-(1-oxidothiomorpholin-1-ium-4-yl)pyrimidin-4-yl]phenyl]methyl]-2-[4-(3,5-dimethyl-1H-pyrazol-4-yl)anilino]-2-oxo-ethyl]-1-fluoro-cyclopropanecarboxamide ClC1=C(C=C(C=C1)C1=NC(=NC=C1)N1CC[S+](CC1)[O-])C[C@@H](C(=O)NC1=CC=C(C=C1)C=1C(=NNC1C)C)NC(=O)C1(CC1)F